NC=1C(=NC(=C(C1)C)C)C(=O)N 3-amino-5,6-dimethylpyridineamide